ClC1=NC=C(C(=N1)Cl)C(=O)NC1=C(C=C(S1)C(=O)OC)C methyl 5-(2,4-dichloropyrimidine-5-carboxamido)-4-methylthiophene-2-carboxylate